4-((5-(1-(2-(3-Mercapto-3-methylbutanoyl)hydrazineylidene)ethyl)pyrazin-2-yl)oxy)butanoic acid SC(CC(=O)NN=C(C)C=1N=CC(=NC1)OCCCC(=O)O)(C)C